(R)-1-(9-methyl-5-(piperidin-1-yl)-2-(thiazol-4-yl)-[1,2,4]triazolo[1,5-c]quinazolin-7-yl)ethan-1-amine, hydrochloride Cl.CC1=CC=2C=3N(C(=NC2C(=C1)[C@@H](C)N)N1CCCCC1)N=C(N3)C=3N=CSC3